ethyl (2-(3-(3-(pentan-3-ylcarbamoyl)-1H-pyrazol-5-yl)phenyl)oxazole-5-carbonyl)-L-phenylalaninate CCC(CC)NC(=O)C1=NNC(=C1)C=1C=C(C=CC1)C=1OC(=CN1)C(=O)N[C@@H](CC1=CC=CC=C1)C(=O)OCC